2-(azetidin-3-ylmethyl)-1-methyl-2H-indazol-1-ium 2,2,2-trifluoroacetate FC(C(=O)[O-])(F)F.N1CC(C1)CN1[N+](=C2C=CC=CC2=C1)C